C1(=CC=CC=C1)CO (phenyl)methanol